1-(tert-butyl)-N-(4-chloro-3-(8-morpholinoimidazo[1,2-a]pyridin-6-yl)phenyl)-5-fluoro-1H-pyrazole-4-carboxamide C(C)(C)(C)N1N=CC(=C1F)C(=O)NC1=CC(=C(C=C1)Cl)C=1C=C(C=2N(C1)C=CN2)N2CCOCC2